tert-butyl (2'S)-2-chloro-4-cyano-2'-methyl-spiro[4,5-dihydrothieno[2,3-c]pyran-7,4'-piperidine]-1'-carboxylate ClC1=CC2=C(S1)C1(C[C@@H](N(CC1)C(=O)OC(C)(C)C)C)OCC2C#N